3-(3-cyclopentylpropoxy)-4-(4-methylpiperazin-1-yl)aniline C1(CCCC1)CCCOC=1C=C(N)C=CC1N1CCN(CC1)C